4-(3,5-Dimethylpiperidin-4-yl)-2-(2,6-dioxopiperidin-3-yl)-5,6-difluoroisoindoline CC1CNCC(C1C1=C2CN(CC2=CC(=C1F)F)C1C(NC(CC1)=O)=O)C